NC1=C(SC2=NC(=CC=C21)C)C(=O)N[C@H]2CC=1C=CC(=NC1[C@@H](C2)C)N2CCNCC2 3-amino-6-methyl-N-[(6R,8R)-8-methyl-2-(piperazin-1-yl)-5,6,7,8-tetrahydroquinolin-6-yl]thieno[2,3-b]pyridine-2-carboxamide